CN(C)CC1(CNC1)CCCCO 4-(3-((dimethylamino)methyl)azetidin-3-yl)butan-1-ol